2-[5-hydroxy-3-methyl-1-(2-methyl-4-sulfophenyl)-1h-pyrazol-4-ylazo]-4-sulfo-benzoic acid OC1=C(C(=NN1C1=C(C=C(C=C1)S(=O)(=O)O)C)C)N=NC1=C(C(=O)O)C=CC(=C1)S(=O)(=O)O